4-[(3-chloro-4-fluorophenyl)amino]-6-({4-[N,N-bis-(2-methoxy-ethyl)-amino]-1-oxo-2-buten-1-yl}amino)-7-[(tetrahydrofuran-2-yl)methoxy]-quinazoline ClC=1C=C(C=CC1F)NC1=NC=NC2=CC(=C(C=C12)NC(C=CCN(CCOC)CCOC)=O)OCC1OCCC1